FS(=O)(=O)OC1=CC=C(C=C1)C12C(NC(C(C1)C2)=O)=O 1-(4-fluorosulfonyloxyphenyl)-2,4-dioxo-3-azabicyclo[3.1.1]heptane